8-(((1-methylpiperidin-4-yl)methyl)amino)pentadecane-1,15-diyl bis(4-butyldecanoate) C(CCC)C(CCC(=O)OCCCCCCCC(CCCCCCCOC(CCC(CCCCCC)CCCC)=O)NCC1CCN(CC1)C)CCCCCC